CC([C@@H](C(=O)N1[C@@H](C[C@H](C1)O)C(=O)NC)N1N=NC(=C1)C1=NC2=C(N1C)C=CC=C2)(C)C (2S,4R)-1-[(2S)-3,3-dimethyl-2-[4-(1-methylbenzimidazol-2-yl)triazol-1-yl]butanoyl]-4-hydroxy-N-methyl-pyrrolidine-2-carboxamide